tert-butyl 3-((4-((tert-butoxycarbonyl) ((2S,4R)-2-methyl-1-propionyl-1,2,3,4-tetrahydroquinolin-4-yl)amino)phenyl)(hydroxy)methyl)-5,6-dihydroimidazo[1,2-a]pyrazine-7(8H)-carboxylate C(C)(C)(C)OC(=O)N(C1=CC=C(C=C1)C(C1=CN=C2N1CCN(C2)C(=O)OC(C)(C)C)O)[C@@H]2C[C@@H](N(C1=CC=CC=C21)C(CC)=O)C